C(C)(C)(C)NC(=O)NC1=C(C=C(C=C1C)N1CC2=CC=C(C=C2CC1)F)C 1-(Tert-butyl)-3-(4-(6-fluoro-3,4-dihydroisoquinolin-2(1H)-yl)-2,6-dimethylphenyl)urea